BrC1=CC=C(C=CC(=O)NC(=N)N)C=C1 (4-bromocinnamoyl)guanidine